ClC=1C=CC(=C(C1)C1=CC(=NC=C1F)O)N1N=NC(=C1)C(F)(F)F 4-(5-chloro-2-(4-(trifluoromethyl)-1H-1,2,3-triazol-1-yl)phenyl)-5-fluoropyridin-2-ol